C(#N)C1=C(C=CC=C1)CN(C(=O)C1=C(N(C(=C1)C1=C(C=CC(=C1)[N+](=O)[O-])C(=O)N1CC2=CC=CC=C2C[C@H]1CN1CCOCC1)C)C)C=1C=C2C=NNC2=CC1 N-[(2-cyanophenyl)methyl]-N-(1H-indazol-5-yl)-1,2-dimethyl-5-[2-[(3S)-3-(morpholinomethyl)-3,4-dihydro-1H-isoquinoline-2-carbonyl]-5-nitro-phenyl]pyrrole-3-carboxamide